N-(14-azido-3,6,9,12-tetraoxatetradecyl)-6-((45S)-5-methyl-2-oxoimidazolidin-4-yl)hexanamide N(=[N+]=[N-])CCOCCOCCOCCOCCNC(CCCCCC1NC(NC1C)=O)=O